heptane-2,3-diamine CC(C(CCCC)N)N